1,3-dimethylimidazole p-toluenesulfonate CC1=CC=C(C=C1)S(=O)(=O)O.CN1CN(C=C1)C